OC(C#CC1CCN(CC1)C1=CC(=C2C(=N1)C(=CS2)C(=O)NC)C(F)(F)F)(C)C 5-[4-(3-hydroxy-3-methyl-but-1-ynyl)-1-piperidinyl]-N-methyl-7-(trifluoromethyl)thieno[3,2-b]pyridine-3-carboxamide